C(C)(C)(C)OC(=O)N1CC2(C1)CN(C2)C2=CC=C(C=C2)C=2C=C(C1=CN(N=C1C2)C(C(=O)O)C2=C1N(C=N2)CCC1)F 2-[6-[4-(2-tert-butoxycarbonyl-2,6-diazaspiro[3.3]heptane-6-yl)phenyl]-4-fluoro-indazol-2-yl]-2-(6,7-dihydro-5H-pyrrolo[1,2-c]imidazol-1-yl)acetic acid